C(C)(C)(C)[C@]1(N(CCC1)C(=O)OC1CC(C1)OC1CCNCC1)C=1SC(=CC1)S(N)(=O)=O (1r,3r)-3-(piperidin-4-yloxy)cyclobutanol Tert-butyl-(S)-2-(5-sulfamoylthiophen-2-yl)pyrrolidine-1-carboxylate